tert-butyl ((4-((3,4-dichloro-2-fluorophenyl)amino)-6,7-dihydrofuro[3,2-g]quinazolin-6-yl)methyl)carbamate ClC=1C(=C(C=CC1Cl)NC1=NC=NC2=CC3=C(C=C12)C(CO3)CNC(OC(C)(C)C)=O)F